3,5-DIMETHOXYPYRIDINE-4-CARBOXALDEHYDE COC=1C=NC=C(C1C=O)OC